FC=1C=C(COC2=CC(=C(C=C2)NC2=NC=NC3=CC(=C(C=C23)OC2CCN(CC2)C(C=C)=O)OC)C(C)(C)O)C=CC1 1-(4-((4-((4-((3-fluorobenzyl)oxy)-2-(2-hydroxypropan-2-yl)phenyl)amino)-7-methoxyquinazolin-6-yl)oxy)piperidin-1-yl)prop-2-en-1-one